BrC1=CC=C(C=C1)NC(=O)NC(C(=O)NCC(=O)OC(C)(C)C)CC1=CNC2=CC=CC=C12 tert-butyl {[2-{[(4-bromophenyl)carbamoyl]amino}-3-(1H-indol-3-yl)propanoyl]amino}acetate